CSCC1=CC=C(O1)C(=O)O 5-(methylsulfanylmethyl)furan-2-carboxylic acid